C[N+]1=CC=C(C=C1)N1CCCC1 1-methyl-4-(pyrrolidin-1-yl)pyridinium